CN(S(=O)(=O)C1=CC=C(C)C=C1)C#CC1CC1 N-methyl-N-(2-cyclopropyl)ethynyl-p-toluenesulfonamide